ClC1=NC=2N(C=C1)N=C(C2)C2CC2 5-chloro-2-cyclopropylpyrazolo[1,5-a]pyrimidine